FC=1C(=NC(=NC1N1C[C@@](CCC1)(C)O)S(=O)C)N1CC2(C1)CCC=1SC=C(C12)C#N [5-fluoro-2-methylsulfinyl-6-[(3S)-3-hydroxy-3-methyl-1-piperidyl]pyrimidin-4-yl]spiro[5,6-dihydrocyclopenta[b]thiophene-4,3'-azetidine]-3-carbonitrile